4-isobutyl-3-methylaniline C(C(C)C)C1=C(C=C(N)C=C1)C